CC(=C)C1=CC=C(C=C1)Br Alpha-methyl-4-bromostyrene